N-(3-(5-(3-chlorophenyl)-1H-pyrrolo[2,3-b]pyridine-3-carbonyl)-2,4-difluorophenyl)propane-1-sulfonamide ClC=1C=C(C=CC1)C=1C=C2C(=NC1)NC=C2C(=O)C=2C(=C(C=CC2F)NS(=O)(=O)CCC)F